ClC=1C=C(COC(=O)N[C@H](C(=O)N[C@H](C(=O)OCC)CC(C(NCCC2=CC=CC=C2)=O)C)CC2CCCCC2)C=CC1 ethyl (2S)-2-((S)-2-((((3-chlorobenzyl)oxy)carbonyl)amino)-3-cyclohexylpropanamido)-4-methyl-5-oxo-5-(phenethylamino)pentanoate